6-hydroxy-1-(1-phenylethyl)-2-naphthaldehyde OC=1C=C2C=CC(=C(C2=CC1)C(C)C1=CC=CC=C1)C=O